ClC=1C(=NC(=CC1)Cl)OC[C@@H]1N(CCC1)C(=O)OC(C)(C)C tert-butyl (R)-2-(((3,6-dichloropyridin-2-yl)oxy)methyl)pyrrolidine-1-carboxylate